C1(=CC=CC=C1)N1C(=C(C(=C1)C1=CC=CC=C1)C1=NC=CC=C1)CCCCCC 1,4-diphenyl-3-(2-pyridyl)-2-hexyl-pyrrole